C1(=CC=CC=C1)N1C=C(C2=CC=CC=C12)C1(CC1)N 1-(1-Phenyl-1H-indol-3-yl)cyclopropanamine